ClC1=C(C=CC=C1)C1=C(C=CC(=C1)N(C)C)S(=O)(=O)N1CCC(CC1)(C(=O)NC\C=C\S(=O)(=O)C)F (E)-1-((2'-chloro-5-(dimethylamino)-[1,1'-biphenyl]-2-yl)sulfonyl)-4-fluoro-N-(3-(methylsulfonyl)allyl)piperidine-4-carboxamide